NC1=NC=NN2C1=C(C=C2C=2C=C(C(=NC2)C)C(=O)NC2CN(CC2F)C(=O)C2CCC(CC2)(F)F)C(F)(F)F 5-[4-amino-5-(trifluoromethyl)pyrrolo[2,1-f][1,2,4]triazin-7-yl]-N-[1-(4,4-difluorocyclohexanecarbonyl)-4-fluoropyrrolidin-3-yl]-2-methyl-pyridine-3-carboxamide